N-(2-methoxyethyl)-2-(4-methylsulfonylphenyl)benzotriazol-5-amine COCCNC1=CC=2C(=NN(N2)C2=CC=C(C=C2)S(=O)(=O)C)C=C1